butyl-(2-hydroxyethyl)dimethylammonium C(CCC)[N+](C)(C)CCO